(3-([1,1'-biphenyl]-2-ylethynyl)-1H-indazol-5-yl)(1,4-diazepan-1-yl)methanone C1(=C(C=CC=C1)C#CC1=NNC2=CC=C(C=C12)C(=O)N1CCNCCC1)C1=CC=CC=C1